CC1=NC(=NO1)C=1C=C2CC/C(/C2=CC1)=N\O N-[(1E)-5-(5-methyl-1,2,4-oxadiazol-3-yl)-2,3-dihydro-1H-inden-1-ylidene]hydroxylamine